5-Amino-4-(3-hydroxy-2,6-dimethylphenyl)-1-methyl-1H-pyrazolo[3,4-b]pyridine-3,6-dicarboxamide NC=1C(=C2C(=NC1C(=O)N)N(N=C2C(=O)N)C)C2=C(C(=CC=C2C)O)C